(R)-(1'-(9-(3,6-dihydro-2H-pyran-4-yl)-7-(4-methoxybenzyl)-7H-imidazo[1,2-c]pyrazolo[4,3-e]pyrimidin-5-yl)-3H-spiro[benzofuran-2,4'-piperidin]-3-yl)carbamic acid tert-butyl ester C(C)(C)(C)OC(N[C@@H]1C2=C(OC13CCN(CC3)C3=NC1=C(C=4N3C=CN4)C(=NN1CC1=CC=C(C=C1)OC)C=1CCOCC1)C=CC=C2)=O